(3S)-3-(propan-2-yl)piperazin CC(C)[C@H]1CNCCN1